tert-butyl-(3S)-3-[[4-(6-imidazol-1-yl-1H-indol-3-yl)-5-(trifluoromethyl)pyrimidin-2-yl]amino]piperidine C(C)(C)(C)N1C[C@H](CCC1)NC1=NC=C(C(=N1)C1=CNC2=CC(=CC=C12)N1C=NC=C1)C(F)(F)F